C(C)(=S)OC(C)[Si](OC(C)=O)(OC(C)=O)C 1-methyldiacetoxysilyl-1-ethyl thioacetate